4-((1-(6-(pyridazin-4-yl)-1H-indazol-4-yl)azetidin-3-yl)oxy)-N-((5-(trifluoromethyl)-1H-indol-2-yl)methyl)butan-1-amine N1=NC=C(C=C1)C1=CC(=C2C=NNC2=C1)N1CC(C1)OCCCCNCC=1NC2=CC=C(C=C2C1)C(F)(F)F